COC=1C=CN=NC1CNC1=CC(=NC=C1)OC 5-methoxy-6-(((2-methoxypyridin-4-yl)amino)methyl)pyridazin